The molecule is a 2-oxo monocarboxylic acid that is pyruvic acid in which two of the methyl hydrogens are replaced by a 5-hydroxy-7-oxabicyclo[4.1.0]heptan-2-ylidene group (the 1R,5R,6S stereoisomer). It has a role as a bacterial metabolite. It is a 2-oxo monocarboxylic acid, a secondary alcohol, an epoxide, an enone and an oxabicycloalkane. It derives from a pyruvic acid. It is a conjugate acid of a (3E)-3-[(1R,5R,6S)-5-hydroxy-7-oxabicyclo[4.1.0]heptan-2-ylidene]pyruvate. C1C/C(=C\\C(=O)C(=O)O)/[C@@H]2[C@H]([C@@H]1O)O2